Cl.ClC=1C=C2C(=CNC2=CC1)NC1=NC2=C(N1N)C=C(C(=C2)C(F)(F)F)F N2-(5-chloro-1H-indol-3-yl)-6-fluoro-5-(trifluoromethyl)-1H-benzo[d]imidazole-1,2-diamine hydrochloride